C(C)(C)(C)OC(CN(C(=O)OCOP(=O)(OC(C)(C)C)OC(C)(C)C)C[C@H]1N(C[C@@H](C1)O[Si](C)(C)C(C)(C)C)C(=O)OCC1=CC=CC=C1)=O benzyl (2S,4R)-2-(((2-(tert-butoxy)-2-oxoethyl)((((di-tert-butoxyphosphoryl)oxy)methoxy)carbonyl)amino)methyl)-4-((tert-butyldimethylsilyl)oxy)pyrrolidine-1-carboxylate